ClC=1C=C(C=C(C1)F)C1(CC1)/C(/N)=N/OC(=O)C1=NN(C(=C1)C(F)F)C (Z)-1-(3-chloro-5-fluorophenyl)-N'-((5-(difluoromethyl)-1-methyl-1H-pyrazole-3-carbonyl)oxy)cyclopropane-1-carboximidamide